1-(3-acetylphenyl)-3-(2-cyclohexyl-3-(1-methoxypropan-2-yl)-4-oxo-3,4-dihydroquinazolin-6-yl)urea C(C)(=O)C=1C=C(C=CC1)NC(=O)NC=1C=C2C(N(C(=NC2=CC1)C1CCCCC1)C(COC)C)=O